C(CCCCCCC\C=C/CCCCCCCC)C(C(=O)[O-])CC(=O)[O-].[Na+].[Na+] sodium oleylsuccinate